(1R)-N-[2-(3-cyclopropyl-5-methylisoxazol-4-yl)-2-oxoethyl]-6-sulfamoyl-6-azaspiro[2.5]octane-1-carboxamide C1(CC1)C1=NOC(=C1C(CNC(=O)[C@@H]1CC12CCN(CC2)S(N)(=O)=O)=O)C